4-[5-(3,4-difluorophenyl)-6-(2-methoxy-1,1-dimethyl-ethyl)-1H-pyrrolo[2,3-f]indazol-7-yl]-3,5-dimethoxy-benzoic acid methyl ester COC(C1=CC(=C(C(=C1)OC)C1=C(N(C=2C=C3C=NNC3=CC21)C2=CC(=C(C=C2)F)F)C(COC)(C)C)OC)=O